5-butyl-1,3-diisopropenylbenzene C(CCC)C=1C=C(C=C(C1)C(=C)C)C(=C)C